N1[C@H](CC1)C(=O)N1CCN(CC1)C1=NC=C(C(=N1)N[C@H](C)C1=C(C=C(C=C1)Cl)Cl)Cl ((R)-azetidin-2-yl)(4-(5-chloro-4-(((R)-1-(2,4-dichlorophenyl)ethyl)amino)pyrimidin-2-yl)piperazin-1-yl)methanone